6,6,9-trimethyl-2-(oxetan-3-yl)-3-pentyl-6a,7,8,10a-tetrahydro-6H-benzo[c]chromen-1-ol CC1(OC=2C=C(C(=C(C2C2C1CCC(=C2)C)O)C2COC2)CCCCC)C